O=C1N(CC2=C(C=CC=C12)N(C1CCC(CC1)NCCC(F)(F)F)CCCC(C(F)(F)F)(F)F)C1C(NC(CC1)=O)=O 3-(1-oxo-4-((4,4,5,5,5-pentafluoropentyl)((1r,4r)-4-((3,3,3-trifluoropropyl)amino)cyclohexyl)amino)isoindolin-2-yl)piperidine-2,6-dione